ClC=1C=C2CCCN(C2=C(C1)C1=C2C(=NC=C1)C(=C(S2)COC2OCCCC2)F)C2CN(CC2)C(=O)OC(C)(C)C tert-butyl 3-[6-chloro-8-[3-fluoro-2-(tetrahydropyran-2-yloxymethyl)thieno[3,2-b]pyridin-7-yl]-3,4-dihydro-2H-quinolin-1-yl]pyrrolidine-1-carboxylate